P(=O)(OCCCC)(OCCCCN1C2=CC=C(C=C2C=2C=C(C=CC12)C1=CC=CC=C1)C1=CC=CC=C1)[O-] butyl [4-(3,6-diphenyl-9H-carbazol-9-yl) butyl] phosphate